tert-Butyl 4-(1-((1-hydroxycyclopropyl)methyl)-1H-1,2,3-triazol-4-yl)benzoate OC1(CC1)CN1N=NC(=C1)C1=CC=C(C(=O)OC(C)(C)C)C=C1